COCCN1C(C2=CC=CC=C2CC1)=O 2-(2-methoxyethyl)-1-oxo-1,2,3,4-tetrahydroisoquinoline